di((Z)-non-2-en-1-yl) 8,8'-((3-((tert-butoxycarbonyl)(methyl) amino)propyl)azanediyl)bis(7-((tert-butyldimethylsilyl)oxy)octanoate) C(C)(C)(C)OC(=O)N(CCCN(CC(CCCCCC(=O)OC\C=C/CCCCCC)O[Si](C)(C)C(C)(C)C)CC(CCCCCC(=O)OC\C=C/CCCCCC)O[Si](C)(C)C(C)(C)C)C